1-(1-oxo-5-((4-(thieno[2,3-d]pyrimidin-4-yl)piperidin-1-yl)methyl)isoindolin-2-yl)dihydropyrimidine-2,4(1H,3H)-dione O=C1N(CC2=CC(=CC=C12)CN1CCC(CC1)C=1C2=C(N=CN1)SC=C2)N2C(NC(CC2)=O)=O